C(#N)CNC(C1=CC=C(C=C1)C1=NC(=NC=C1C)NC=1C=NN(C1)C1CCN(CC1)C(=O)C1(CC1)C(F)(F)F)=O N-(cyanomethyl)-4-(5-methyl-2-((1-(1-(1-(trifluoromethyl)cyclopropane-1-carbonyl)piperidin-4-yl)-1H-pyrazol-4-yl)amino)pyrimidin-4-yl)benzamide